COC(CCC)=O methoxy-1-oxobutan